2-Cyclopropyl-N-[[3-fluoro-4-(methoxymethyl)-phenyl]-methyl]-4-methyl-6-morpholin-4-yl-pyridine-3-carboxylic acid amide C1(CC1)C1=NC(=CC(=C1C(=O)NCC1=CC(=C(C=C1)COC)F)C)N1CCOCC1